SC1=C(C(=O)O)C=CC=N1.[Ni] nickel mercaptonicotinic acid